C(C1=CC=CC=C1)[C@H]1[C@H]2[C@]3(NC[C@@H]1C[C@H]3CN2CC(C)C)C(=O)NCC2OCCCC2 |o1:7,8,9,12,14| (3S*,3aS*,6R*,7R*,7aS*)-7-benzyl-1-isobutyl-N-((tetrahydro-2H-pyran-2-yl)methyl)octahydro-3aH-3,6-methanopyrrolo[3,2-b]pyridine-3a-carboxamide